NC1=NC=NC=2N(C3=C(C=C(C=C3C21)C(F)(F)F)C)CC(=O)N2[C@@H]1C[C@@H]1C[C@H]2C(=O)NC2=NC(=CC=C2C)Br (1R,3S,5R)-2-(2-(4-amino-8-methyl-6-(trifluoromethyl)-9H-pyrimido[4,5-b]indol-9-yl)acetyl)-N-(6-bromo-3-methylpyridin-2-yl)-2-azabicyclo[3.1.0]hexane-3-carboxamide